C12CN(CC2C1)C=1C=C2C(=CC=NC2=CC1)C(=O)OC(C)(C)C tert-Butyl 6-(3-azabicyclo[3.1.0]hexan-3-yl)quinoline-4-carboxylate